COC1=C(C=C(C=C1)C1COCC1)S(=O)(=O)N 2-methoxy-5-(tetrahydrofuran-3-yl)benzenesulfonamide